FC1([C@@H]([C@H]1C1=NC(=NO1)C(C)C)C1=CC=C(C=C1)S(=O)(=O)N)F 4-{(1S,3S)-2,2-difluoro-3-[3-(propan-2-yl)-1,2,4-oxadiazol-5-yl]cyclopropyl}benzenesulfonamide